bis(3-amino-4-hydroxy-6-trifluoromethylphenyl)hexafluoropropane NC=1C=C(C(=CC1O)C(F)(F)F)C(C(F)(F)F)(C(F)(F)F)C1=CC(=C(C=C1C(F)(F)F)O)N